N-α-(9-fluorenylmethoxycarbonyl)-L-glutamic acid γ-t-butyl ester CC(C)(C)OC(=O)CC[C@@H](C(=O)O)NC(=O)OCC1C2=CC=CC=C2C3=CC=CC=C13